C(C\C=C/CCCCC)OC(CCCCC#N)OCC\C=C/CCCCC 6,6-bis(((Z)-non-3-en-1-yl)oxy)hexanenitrile